ON1C(=C(C(C2=CC=CC=C12)=O)CC1=CC=C(C=C1)C(F)(F)F)C 1-hydroxy-2-methyl-3-(4-trifluoromethylbenzyl)-4(1H)-quinolinone